CN(C1=CC=C(CCNC(C2=C(C=CC(=C2)F)C(=O)N2CCC(CC2)OC2=NC=C(C=C2)N2CCOCC2)=O)C=C1)C N-(4-(dimethylamino)phenethyl)-5-fluoro-2-(4-((5-morpholinopyridin-2-yl)oxy)piperidine-1-carbonyl)benzamide